ClC1=NC(=C2C(=N1)N(N=C2I)C(C)C)N 6-Chloro-3-iodo-1-isopropyl-1H-pyrazolo[3,4-d]pyrimidin-4-ylamine